(R)-2-(6-(1-aminoethyl)-1-(2,2-difluorobut-3-en-1-yl)-7-fluoro-1H-indol-2-yl)-7-methoxy-1-methyl-1H-benzo[d]Imidazole-5-carboxylic acid isopropyl ester C(C)(C)OC(=O)C1=CC2=C(N(C(=N2)C=2N(C3=C(C(=CC=C3C2)[C@@H](C)N)F)CC(C=C)(F)F)C)C(=C1)OC